3-((2,2-difluoro-1-oxido-3-oxo-7-(trifluoromethyl)-2,3-dihydrobenzo[b]thiophen-4-yl)oxy)-5-fluorobenzonitrile FC1(C(C2=C(S1=O)C(=CC=C2OC=2C=C(C#N)C=C(C2)F)C(F)(F)F)=O)F